CN(C(C(=O)O)C)CC=C 2-[METHYL(PROP-2-EN-1-YL)AMINO]PROPANOIC ACID